tert-butyl 3-(5-bromo-7-chloro-3-oxo-1,4-benzoxazin-4-yl)azetidine-1-carboxylate BrC1=CC(=CC2=C1N(C(CO2)=O)C2CN(C2)C(=O)OC(C)(C)C)Cl